OC1=CC=C(C=C1)C=1OC2=C(C1)C=C(C=C2)\C=C\C 2-(4-hydroxyphenyl)-5-(E)-propenylbenzofuran